CC=1C=C(C=CC1OC1=CC=C(C=C1)N)C(C)(C)C1=CC(=C(C=C1)OC1=CC=C(C=C1)N)C 2,2-bis{3-methyl-4-(4-aminophenoxy)phenyl}propane